N-(4-bromo-2,5-difluorophenyl)-5-(2-methoxyphenyl)-1H-pyrrole-3-sulfonamide BrC1=CC(=C(C=C1F)NS(=O)(=O)C1=CNC(=C1)C1=C(C=CC=C1)OC)F